C12C(C3CC(CC(C1)C3)C2)N2C=CC3=CC(=C(C=C23)C(=O)OC)[N+](=O)[O-] methyl 1-[(1R,3S,5R,7R)-adamantan-2-yl]-5-nitroindole-6-carboxylate